N-(tert-Butoxycarbonyl)-3-(2-naphthyl)-L-alanine C(C)(C)(C)OC(=O)N[C@@H](CC1=CC2=CC=CC=C2C=C1)C(=O)O